N-((1S,3R)-3-Acrylamidocyclopentyl)-4-oxo-5-(2-phenoxypyrimidin-5-yl)-4,5-dihydro-3H-1-thia-3,5,8-triazaacenaphthylene-2-carboxamide C(C=C)(=O)N[C@H]1C[C@H](CC1)NC(=O)C=1SC=2N=CC=C3N(C(NC1C23)=O)C=2C=NC(=NC2)OC2=CC=CC=C2